3-cyclopropyl-8-iodo-6-(methoxycarbonyl)quinoline 1-oxide C1(CC1)C=1C=[N+](C2=C(C=C(C=C2C1)C(=O)OC)I)[O-]